Benzyl 4-(4-aminobutyl)-4-hydroxypiperidine-1-carboxylate NCCCCC1(CCN(CC1)C(=O)OCC1=CC=CC=C1)O